2-(benzyloxycarbonylamino)-2-(oxetan-3-yl)acetic acid methyl ester COC(C(C1COC1)NC(=O)OCC1=CC=CC=C1)=O